4-(4-fluorophenyl-1-((2-methyl-2H-tetrazol-5-yl)methyl)-1H-imidazol-5-yl)-1H-pyrrolo[2,3-b]pyridine FC1=CC=C(C=C1)C=1N(C(=CN1)C1=C2C(=NC=C1)NC=C2)CC=2N=NN(N2)C